tert-butyl 2-((S)-2-amino-3-(1-methylcyclopropyl)propanoyl)-1-(((S)-2-oxopyrrolidin-3-yl)methyl)hydrazine-1-carboxylate N[C@H](C(=O)NN(C(=O)OC(C)(C)C)C[C@H]1C(NCC1)=O)CC1(CC1)C